FC(C=1C=C(CBr)C=C(C1)C(F)(F)F)(F)F 3,5-Ditrifluoromethylbenzyl bromide